5-(benzyloxy)-2-bromo-4-methoxybenzoic acid C(C1=CC=CC=C1)OC=1C(=CC(=C(C(=O)O)C1)Br)OC